6-(4-(3-chloro-4-fluorophenyl)-1-(3,3-difluorocyclobutyl)-1H-imidazol-5-yl)imidazo[1,2-b]pyridazine-3-carboxamide 8-dodecenyl-acetate (cis-8-dodecenylacetate) C(CCCCCC\C=C/CCC)CC(=O)O.C(CCCCCCC=CCCC)CC(=O)O.ClC=1C=C(C=CC1F)C=1N=CN(C1C=1C=CC=2N(N1)C(=CN2)C(=O)N)C2CC(C2)(F)F